CC1=NC=C2NC(N(C2=N1)C=1C=NC(=CC1)OC1=CC(=CC=C1)OC(F)(F)F)=O 2-methyl-9-[6-[3-(trifluoromethoxy)phenoxy]-3-pyridinyl]-7H-purin-8-one